C(CCC)(=O)OCC(CC)C butyric acid, 2-methylbutyl ester